C(C(C)C)N1N=C(C2=CC=CC=C12)C(=O)N 1-isobutyl-1H-indazole-3-carboxamide